C(C1=CC=CC=C1)OC=1C(=C(C=NC1)CC1=C(C(=NC=C1)N(C(OC(C)(C)C)=O)C(=O)OC(C)(C)C)F)C tert-butyl N-[4-[(5-benzyloxy-4-methyl-3-pyridyl)methyl]-3-fluoro-2-pyridyl]-N-tert-butoxycarbonyl-carbamate